(((((2R,3S,4R,5R)-5-(4-aminopyrrolo[2,1-f][1,2,4]triazin-7-yl)-5-cyano-3,4-dihydroxytetrahydrofuran-2-yl) methoxy) (3-(hexadecyloxy) propoxy) phosphoryl) oxy) isopropyl carbonate C(OOP(=O)(OCCCOCCCCCCCCCCCCCCCC)OC[C@H]1O[C@@]([C@@H]([C@@H]1O)O)(C#N)C1=CC=C2C(=NC=NN21)N)(OC(C)C)=O